C[Si](N(C(C)=O)CC)(N(C(C)=O)CC)C=C methyl-vinyl-bis-(N-ethyl-acetamido)silane